Cl.FC=1C=C(C=C(C1)F)[C@H]1NOCC1 (S)-3-(3,5-difluorophenyl)isoxazolidine hydrochloride